C(C)(C)(C)OC(=O)NCCOCCC(=O)O 3-[2-(tert-butoxycarbonylamino)ethoxy]propionic acid